C(=O)O.C(C)NC(NC1=NC=CC(=C1)CN1CCN(CC1)C=1C=CC(=NC1C)C(=O)NC)=O 5-(4-((2-(3-ethylureido)pyridin-4-yl)methyl)piperazin-1-yl)-N,6-dimethylpicolinamide formate